C(=O)C1=NC=CC=C1Br 2-Formyl-3-bromopyridine